2-[3-chloro-4-[[5-(methoxymethoxy)-4-[(4-methoxyphenyl)methylsulfanyl]-2-pyridyl]oxy]-5-methyl-phenyl]-6-(difluoromethyl)-1,2,4-triazine-3,5-dione ClC=1C=C(C=C(C1OC1=NC=C(C(=C1)SCC1=CC=C(C=C1)OC)OCOC)C)N1N=C(C(NC1=O)=O)C(F)F